NC[C@@]1([C@@H]2CCN(C[C@H]12)C1=CN=C2C(=N1)NN=C2C2=NC(=NC=C2)N)C2=C(C=CC=C2)F 4-(6-((1S,6R,7R)-7-(aminomethyl)-7-(2-fluorophenyl)-3-azabicyclo[4.1.0]heptan-3-yl)-1H-pyrazolo[3,4-b]pyrazin-3-yl)pyrimidin-2-amine